C(C)(=O)C1=C(C2=C(N=C(N=C2)Cl)N(C1=O)C1CCCC1)C 6-acetyl-2-chloro-8-cyclopentyl-5-methyl-pyrido[2,3-d]-pyrimidin-7-one